I(=O)(=O)(=O)[O-].I(=O)(=O)(=O)[O-].[Na+].[Na+] sodium dimetaperiodate